tris(hydroxymethyl)-methylammonium stearate C(CCCCCCCCCCCCCCCCC)(=O)[O-].OC[N+](C)(CO)CO